(4-fluorophenyl)-1,2-phenylenediamine FC1=CC=C(C=C1)NC1=C(C=CC=C1)N